IC1=CC=2N(C=C1)C(NN2)=O 7-iodo-2H-[1,2,4]triazolo[4,3-a]pyridin-3-one